C(C)(=O)O (4S)-acetic acid